5-((Z)-2-(3-((4aR,7aS)-2-Amino-6-(5-fluoropyrimidin-2-yl)-4,4a,5,6,7,7a-hexahydropyrrolo[3,4-d][1,3]thiazin-7a-yl)-4-fluorophenyl)-1-fluorovinyl)pyrazin-2-carbonitril NC=1SC[C@H]2[C@@](N1)(CN(C2)C2=NC=C(C=N2)F)C=2C=C(C=CC2F)\C=C(/F)\C=2N=CC(=NC2)C#N